C(CS)(=O)O.C(C(C)O)O 1,2-propyleneglycol monothioglycolate